N-((1S)-2,2-dicyclopropyl-1-(7-(((5S)-2-oxo-5-(trifluoromethyl)pyrrolidin-3-yl)methyl)imidazo[1,2-b]pyridazin-2-yl)ethyl)-1-ethyl-1H-pyrazole-5-carboxamide C1(CC1)C([C@@H](C=1N=C2N(N=CC(=C2)CC2C(N[C@@H](C2)C(F)(F)F)=O)C1)NC(=O)C1=CC=NN1CC)C1CC1